tert-butyl 4-(3-(4-iodophenoxy)propyl)piperazine-1-carboxylate IC1=CC=C(OCCCN2CCN(CC2)C(=O)OC(C)(C)C)C=C1